manganese-tin-indium oxide [O-2].[In+3].[Sn+4].[Mn+2]